C1(=CC=CC=C1)S(=O)(=O)N(C1=CC=C(C=C1)C1=NC(=CC2=C1NC1=CC(=CC=C21)Cl)C(=O)O)C 1-[4-[benzenesulfonyl(methyl)amino]phenyl]-7-chloro-9H-pyrido[3,4-b]indole-3-carboxylic acid